BrC1=C(C=C(OC2=CC=C(C=C2)S(F)(F)(F)(F)F)C=C1)Cl (4-(4-bromo-3-chlorophenoxy)phenyl)pentafluoro-λ6-sulphane